(E)-1-[4-(2-Chloroprop-2-enoxy)phenyl]-3-(3-hydroxyphenyl)prop-2-en-1-one ClC(COC1=CC=C(C=C1)C(\C=C\C1=CC(=CC=C1)O)=O)=C